C(#N)[C@H](C[C@@H]1C(NCC1)=O)NC(=O)[C@H]1N([C@H]2CC([C@@H]1CC2)(F)F)C([C@@](C)(C2=CC=CC=C2)O)=O (1R,3S,4R)-N-((S)-1-cyano-2-((R)-2-oxopyrrolidin-3-yl)ethyl)-5,5-difluoro-2-((R)-2-hydroxy-2-phenylpropanoyl)-2-azabicyclo[2.2.2]octane-3-carboxamide